propoxycarboxylate C(CC)OC(=O)[O-]